C(C)(C)(C)OC(=O)N1CC(CCC1)C1=NC(=CC(=C1)Cl)Br.FC1=C(C=CC(=C1)[N+](=O)[O-])N1CCC(CC1)C(F)(F)F (2-fluoro-4-nitrophenyl)-4-(trifluoromethyl)piperidine tert-butyl-3-(6-bromo-4-chloro-2-pyridyl)piperidine-1-carboxylate